2-(4-methylcyclohex-3-enyl)propan-2-ol 2-(4-methyl-3-cyclohexen-1-yl)-acetate CC1=CCC(CC1)CC(=O)OC(C)(C)C1CC=C(CC1)C